[NH4+].C(C)(C)O.C(C)(C)O.C(C)(C)O triisopropanol ammonium salt